1-dimethylamino-1,3,3,5,5,7,7,9,9,9-decamethyl-pentasiloxane CN([SiH](O[Si](O[Si](O[Si](O[Si](C)(C)C)(C)C)(C)C)(C)C)C)C